2-[7-(4-azaspiro[2.5]oct-7-yl)-7H-pyrrolo[2,3-c]pyridazin-3-yl]-5-(1H-1,2,3-triazol-1-yl)phenol C1CC12NCCC(C2)N2C=CC1=C2N=NC(=C1)C1=C(C=C(C=C1)N1N=NC=C1)O